NC1=NC(=NC=C1)N1CC(CCC1)(CCCC1=CC=CC=C1)CO (1-(4-Aminopyrimidin-2-yl)-3-(3-phenylpropyl)piperidin-3-yl)methanol